CC1(OC[C@@H](O1)C=O)C (R)-2,2-dimethyl-[1,3]dioxolane-4-carbaldehyde